Cl.C(C#C)N[C@@H](C)C(=O)O Prop-2-yn-1-yl-L-alaninat hydrochlorid